COCOC=1C=C(C(=O)OC)C=C(C1C(=C)C)OCOC methyl 3,5-di[(methoxymethyl)oxy]-4-(prop-1-en-2-yl)benzoate